C(C1=CC=CC=C1)OC(=O)N1CCC(CC1)N1C[C@@H](CCC1)O.C(C)(C)OC1=C(N)C=C(C(=C1)C1(CC1)N1C(COCC1)=C)C |r| 2-isopropoxy-5-methyl-4-(1-(methylenemorpholinyl)cyclopropyl)aniline rac-Benzyl-3-hydroxy[1,4'-bipiperidine]-1'-carboxylate